2'-(quinolin-3-yl)-5',6'-dihydrospiro[azetidine-3,4'-pyrrolo[1,2-b]pyrazole]-1-carboxamide N1=CC(=CC2=CC=CC=C12)C=1C=C2N(N1)CCC21CN(C1)C(=O)N